BrC1=CC(=C(C=C1C)C=1OC2=C(C=CC=C2C(C1)=O)Cl)O 2-(4-bromo-2-hydroxy-5-methyl-phenyl)-8-chloro-chromen-4-one